2,6-diethyl-1-((3-(methyl-sulfonyl)-4-((tetrahydro-2H-pyran-4-yl)methoxy)phenyl)sulfonyl)-1,2,3,4-tetrahydroquinoline disodium cystine salt C([C@@H](C(=O)[O-])N)SSC[C@@H](C(=O)[O-])N.[Na+].[Na+].C(C)C1N(C2=CC=C(C=C2CC1)CC)S(=O)(=O)C1=CC(=C(C=C1)OCC1CCOCC1)S(=O)(=O)C